naphthyl-phenyl-biphenyl-diamine C1(=CC=CC2=CC=CC=C12)C=1C(=C(C(=C(C1)C1=CC=CC=C1)N)N)C1=CC=CC=C1